C1(=CC=CC=2C3=CC=CC=C3C=CC12)[Li] phenanthryl-lithium